N-(4-methylphenyl)-3-cyano-4-methyl-6-hydroxy-2-pyridone CC1=CC=C(C=C1)N1C(C(=C(C=C1O)C)C#N)=O